C(C)C1(NC(=NC(=N1)NCCN1CCN(CC1)C)NCC1=CC=NC=C1)N 2-ethyl-N4-(2-(4-methylpiperazin-1-yl)ethyl)-N6-pyridin-4-ylmethyl-1,3,5-triazine-2,4,6-triamine